N-[(S)-1-(4-chloro-3-fluorophenyl)ethyl]-4-[(S)-5-methyl-1,4-diazepan-1-yl]-8-cyclopropyl-6-methyl-1,7-diaza-3-naphthamide ClC1=C(C=C(C=C1)[C@H](C)NC(=O)C=1C=NC2=C(N=C(C=C2C1N1CCN[C@H](CC1)C)C)C1CC1)F